ClC1=CC=C(C(=N1)C#N)C1(CCOCC1)COC 6-chloro-3-(4-(methoxymethyl)tetrahydro-2H-pyran-4-yl)picolinonitrile